4-bromo-3-(bromomethyl)benzo[b]thiophene-2-carboxylic acid ethyl ester C(C)OC(=O)C1=C(C2=C(S1)C=CC=C2Br)CBr